1-(4-{[(1S)-5-[2-(2-aminopyridin-3-yl)-6-(pyridin-2-yl)imidazo[4,5-b]pyridin-3-yl]-2,3-dihydro-1H-inden-1-yl]amino}piperidin-1-yl)prop-2-en-1-one NC1=NC=CC=C1C1=NC=2C(=NC=C(C2)C2=NC=CC=C2)N1C=1C=C2CC[C@@H](C2=CC1)NC1CCN(CC1)C(C=C)=O